(1R,2R)-N-((S)-2-(dimethylamino)-3-(2-oxo-2,3-dihydrobenzo[d]oxazol-6-yl)propyl)-2-methyl-2-phenylcyclopropane-1-carboxamide CN([C@H](CNC(=O)[C@H]1[C@@](C1)(C1=CC=CC=C1)C)CC1=CC2=C(NC(O2)=O)C=C1)C